ClC1=CC=C(C(=N1)C#N)C(F)(F)F 6-chloro-3-(trifluoromethyl)pyridine-2-carbonitrile